1-(3-bromophenyl)-3-(5-fluoro-2-hydroxymethylphenyl)urea BrC=1C=C(C=CC1)NC(=O)NC1=C(C=CC(=C1)F)CO